BrC1=C(C=CC=C1)Br 1,2-Dibromobenzol